CC1=C(C(=O)NC2(CC2)C(NC)=O)C=CC(=C1)C1=NOC(C1)(C1=CC(=C(C(=C1)F)F)F)C(F)(F)F 2-methyl-N-(1-(methylcarbamoyl)cyclopropyl)-4-(5-(trifluoromethyl)-5-(3,4,5-trifluorophenyl)-4,5-dihydroisoxazol-3-yl)benzamide